tert-Butyl (3S,4S)-3-((6-bromopyridin-2-yl)carbamoyl)-2-azabicyclo[2.2.1]heptane-2-carboxylate BrC1=CC=CC(=N1)NC(=O)[C@H]1N(C2CC[C@H]1C2)C(=O)OC(C)(C)C